[N+](=O)([O-])C=1C=C(C=CC1)C1=CC=CC=C1C=C1CN(CC(C1=O)=CC1=CC(=C(C(=C1)OC)OC)OC)S(=O)(=O)C1=CC=C(C=C1)F 3-(3-nitrobenzenebenzylidene)-5-(3,4,5-trimethoxybenzylidene)-N-(4-fluorobenzenesulfonyl)-4-piperidone